CC1=CCC=CO1 6-methyl-4H-pyran